(1S,3S,5S)-N-((5-carbamimidoylthiazol-2-yl)methyl)-5-methyl-2-(2-(4-phenoxybenzamido)acetyl)-2-azabicyclo[3.1.0]hexane-3-carboxamide C(N)(=N)C1=CN=C(S1)CNC(=O)[C@H]1N([C@H]2C[C@]2(C1)C)C(CNC(C1=CC=C(C=C1)OC1=CC=CC=C1)=O)=O